ClC1=C(C=CC(=C1)N1C[C@@H](NCC1)C)C1C(NC(CC1)=O)=O 3-[2-Chloro-4-[(3S)-3-methylpiperazin-1-yl]phenyl]piperidine-2,6-dione